alpha-ethylstyryl-sulfonium t-butyl-4-hydroxyisoindoline-2-carboxylate C(C)(C)(C)OC(=O)N1CC2=CC=CC(=C2C1)O.C(C)C(=CC1=CC=CC=C1)[SH2+]